C(C)(C)(C)OC(=O)N1CC(CC1)COC1=CC(=CC(=C1)NC(=O)OC1=CC=CC=C1)Cl.ClC1=C(C=CC=C1)CC(=O)NC1=CC(=C(C=C1)C=1C(=NC=CC1)OC(C)C)S(N)(=O)=O 2-(2-chlorophenyl)-N-{4-[2-(prop-2-yloxy)pyridin-3-yl]-3-sulfamoylphenyl}acetamide tert-butyl-3-((3-chloro-5-((phenoxycarbonyl)amino)phenoxy)methyl)pyrrolidine-1-carboxylate